C1(=CC=C(C=C1)CCC1=NC=2N(C(N(C(C2N1CC1CCCC1)=O)CC#C)=O)CCCCP(OCC)(OCC)=O)C1=CC=CC=C1 Diethyl (4-(8-(2-([1,1'-biphenyl]-4-yl)ethyl)-7-(cyclopentylmethyl)-2,6-dioxo-1-(prop-2-yn-1-yl)-1,2,6,7-tetrahydro-3H-purin-3-yl)butyl)phosphonate